FC=1C=C(C=C(C1)F)N1CC(CC1=O)(C(=O)NCC1=NC(=NC=C1)SCC)C 1-(3,5-difluorophenyl)-N-[(2-ethylsulfanylpyrimidin-4-yl)methyl]-3-methyl-5-oxopyrrolidine-3-carboxamide